BrC1=C(C(=C(C=C1)C)F)OC 1-Bromo-3-fluoro-2-methoxy-4-methylbenzene